N1CC=CC(=C1)C(=O)O 1H-pyridine-5-carboxylic acid